N1C[C@H](CCC1)C1=CC=C(C=C1)NC(C1=CC=C(C=C1)C(F)(F)F)=O |r| (RS)-N-(4-Piperidin-3-yl-phenyl)-4-trifluoromethyl-benzamid